(6-fluoro-7-isopropoxy-1-((2-(trimethylsilyl)ethoxy)methyl)-1H-pyrrolo[3,2-b]pyridin-2-yl)methanol FC=1C(=C2C(=NC1)C=C(N2COCC[Si](C)(C)C)CO)OC(C)C